C(C)(=O)OC1=CC=C(C=C1)[S+](C)C 4-acetoxyphenyl-dimethyl-sulfonium